sodium ((1,2,3,5,6,7-hexahydro-s-indacen-4-yl)carbamoyl)((6-((methylamino)methyl)-6,7-dihydro-5H-pyrazolo[5,1-b][1,3]oxazin-3-yl)sulfonyl)amide C1CCC2=C(C=3CCCC3C=C12)NC(=O)[N-]S(=O)(=O)C=1C=NN2C1OCC(C2)CNC.[Na+]